NC=1N=CC(=NC1O)C#CC=1C=C(C(=O)NC2=CC(=C(C=C2)CN2CCN(CC2)C)C(F)(F)F)C=CC1C 3-((5-amino-6-hydroxypyrazin-2-yl)ethynyl)-4-methyl-N-(4-((4-methylpiperazin-1-yl)methyl)-3-(trifluoromethyl)phenyl)benzamide